(Z)-(2-methoxy-1-(m-tolyl)ethylidene)hydrazine COC\C(\C=1C=C(C=CC1)C)=N/N